O1[C@@H](COCC1)CNC(=O)C1=C(C2=C(C[C@@H](C3=CN(N=C23)C[C@@H]2OCCOC2)C(F)(F)F)O1)C (4S)-N-{[(2R)-1,4-Dioxan-2-yl]methyl}-2-{[(2S)-1,4-dioxan-2-yl]methyl}-8-methyl-4-(trifluoromethyl)-4,5-dihydro-2H-furo[2,3-g]indazol-7-carboxamid